C(#N)C1=C(C=CC=C1)[C@@H]1N(C[C@H](CC1)C)C(C(=O)NC=1C=C(C=NC1)C(=O)N)=O 5-[[2-[(2R,5S)-2-(2-cyanophenyl)-5-methyl-1-piperidyl]-2-oxo-acetyl]amino]pyridine-3-carboxamide